Benzyl imidazole-1-carboxylate N1(C=NC=C1)C(=O)OCC1=CC=CC=C1